C(#N)C1=CC(=C(COC2=CC=CC(=N2)C2CCN(CC2)CC2=NC3=C(N2CC2=CN=CS2)C=C(C=C3OC(C)C)C(=O)O)C=C1)F 2-((4-(6-((4-Cyano-2-fluorobenzyl)oxy)pyridin-2-yl)piperidin-1-yl)methyl)-4-isopropoxy-1-(thiazol-5-ylmethyl)-1H-benzo[d]imidazole-6-carboxylic acid